ClC=1C=C(C=CC1F)[C@@H](NC(=O)N1[C@H](C(NCC1)=O)C)C1=NC(=CC=C1)C(F)(F)F |o1:8| (2S)-N-((R or S)-(3-chloro-4-fluoro-phenyl)(6-(trifluoro-methyl)pyridin-2-yl)methyl)-2-methyl-3-oxopiperazine-1-carboxamide